C(C)N(C1C(CCC1)N(C=1C=C2C(N(C(C2=CC1)=O)C1C(NC(CC1)=O)=O)=O)C)CC 5-((2-(diethylamino)cyclopentyl)(methyl)amino)-2-(2,6-dioxopiperidin-3-yl)isoindoline-1,3-dione